1,6-hexanediol methoxymonoacrylate COC=CC(=O)OCCCCCCO